N[C@@H]1C=2C(=NC=CC2)CC12CCN(CC2)C=2N=C1C(=NC2)N=C(C=C1)SC1=C(C(=NC=C1)NCCO)Cl (S)-2-((4-((2-(5-amino-5,7-dihydrospiro[cyclopenta[b]pyridine-6,4'-piperidin]-1'-yl)pyrido[2,3-b]pyrazin-6-yl)thio)-3-chloro-pyridin-2-yl)amino)ethan-1-ol